rac-(1-(4-aminopyridin-2-yl)-2-methoxy-2-methylpropyl)(methyl)carbamic acid tert-butyl ester C(C)(C)(C)OC(N(C)[C@@H](C(C)(C)OC)C1=NC=CC(=C1)N)=O |r|